CCC(CC)N1C(C2=CC=C3C=4C2=C(C1=O)C=CC4SC4=CC=C1C(=C43)C=CC=C1)=O 2-(pentan-3-yl)-1H-benzo[7,8]thioxantheno[2,1,9-def]isoquinoline-1,3(2H)-dione